OC1NC(C=2C1=CC=C1C(=NNC21)C(=O)N)=O 6-hydroxy-8-oxo-1,6,7,8-tetrahydropyrrolo[3,4-g]indazole-3-carboxamide